tert-butyl (6'-acetamido-5-(2-hydroxypropan-2-yl)-[2,3'-bipyridin]-4'-yl)carbamate C(C)(=O)NC1=CC(=C(C=N1)C1=NC=C(C=C1)C(C)(C)O)NC(OC(C)(C)C)=O